C(C)(C)[C@H]1CC[C@H](CC1)OC[C@@H]1N(CCC[C@@H]1C1=NNC=C1)C(C(C)C)=O 1-((CIS)-2-((((CIS)-4-isopropylcyclohexyl)oxy)methyl)-3-(1H-pyrazol-3-yl)piperidin-1-yl)-2-methylpropan-1-one